[Ru+2].ClC=1C(=C(C=CC1C)C(C)C)Cl dichloro(p-methylisopropylbenzene) ruthenium (II)